8,8'-((((1S,3S)-3-hydroxycyclobutyl)methyl)azanediyl)bis(N,N-dioctyloctanamide) OC1CC(C1)CN(CCCCCCCC(=O)N(CCCCCCCC)CCCCCCCC)CCCCCCCC(=O)N(CCCCCCCC)CCCCCCCC